2-(5-(5-hydroxy-2-methoxyphenyl)pyridin-3-yl)-2-oxoacetate OC=1C=CC(=C(C1)C=1C=C(C=NC1)C(C(=O)[O-])=O)OC